FC1=C(C=CC(=C1)F)[N+](=O)[O-] 2,4-difluoro-nitrobenzene